Niobium tantalum manganese [Mn].[Ta].[Nb]